8-fluoro-2-(trifluoromethyl)-4H-pyrido[1,2-a]pyrimidin-4-one FC1=CC=2N(C(C=C(N2)C(F)(F)F)=O)C=C1